3-bromo-5-(2,2,2-trifluoroethyl)pyridine BrC=1C=NC=C(C1)CC(F)(F)F